C(C1=CC=CC=C1)OC(C(=O)NNC(=O)C1=NC(=C(C=C1[N+](=O)[O-])C(F)(F)F)O)(CC=C)C(F)(F)F N'-[2-benzyloxy-2-(trifluoromethyl)pent-4-enoyl]-6-hydroxy-3-nitro-5-(trifluoromethyl)pyridine-2-carbohydrazide